BrC1=C2C(=CN=C1)N(CC2)C(=O)OC(C)(C)C tert-butyl 4-bromo-2,3-dihydro-1H-pyrrolo[2,3-c]pyridine-1-carboxylate